5-(4-((1-(5-aminopyrimidin-2-yl)piperidin-4-yl)methyl)piperazin-1-yl)-2-(2,6-dioxopiperidin-3-yl)isoindoline-1,3-dione NC=1C=NC(=NC1)N1CCC(CC1)CN1CCN(CC1)C=1C=C2C(N(C(C2=CC1)=O)C1C(NC(CC1)=O)=O)=O